(3aR,6aS)-2-(cyclohexylmethyl)-5-[[6-(2,4-dimethylpyrazol-3-yl)pyridazin-3-yl]oxymethyl]-3,3a,4,5,6,6a-hexahydro-1H-cyclopenta[c]pyrrole C1(CCCCC1)CN1C[C@@H]2[C@H](C1)CC(C2)COC=2N=NC(=CC2)C=2N(N=CC2C)C